[3-(3-amino-alanyl)propyl]-carbamic acid tert-butyl ester C(C)(C)(C)OC(NCCCC([C@@H](N)CN)=O)=O